(4-(benzo[d][1,3]dioxol-5-yl)-1H-pyrrolo[2,3-c]pyridin-2-yl)(piperidin-1-yl)methanone O1COC2=C1C=CC(=C2)C2=C1C(=CN=C2)NC(=C1)C(=O)N1CCCCC1